4-chloro-N-(4-chlorophenyl)-3-(1,1-difluoro-2-(4-hydroxypiperidin-1-yl)-2-oxoethyl)benzamide ClC1=C(C=C(C(=O)NC2=CC=C(C=C2)Cl)C=C1)C(C(=O)N1CCC(CC1)O)(F)F